2-bromo-N-(5-(2-(3,3-dimethylazetidin-1-yl)acetamido)-2-methylpyridin-3-yl)pyrazolo[5,1-b]Thiazole-7-carboxamide BrC1=CN2C(S1)=C(C=N2)C(=O)NC=2C(=NC=C(C2)NC(CN2CC(C2)(C)C)=O)C